(6R,8aS)-6-{8-Amino-1-[2-fluoro-4-(1-hydroxy-1-phenylethyl)phenyl]imidazo[1,5-a]pyrazin-3-yl}hexahydroindolizin-3(2H)-on NC=1C=2N(C=CN1)C(=NC2C2=C(C=C(C=C2)C(C)(C2=CC=CC=C2)O)F)[C@H]2CN1C(CC[C@@H]1CC2)=O